2-cyanopyridine nitrogen [N].C(#N)C1=NC=CC=C1